N-(2-aminoethyl)-1H-pyrrolo[2,3-b]pyridine-2-carboxamide NCCNC(=O)C1=CC=2C(=NC=CC2)N1